FC1=CC=C(C=C1)C=1N=CN(C1C1=NC=NC=C1)CC(=O)N1CCNCC1 2-[4-(4-fluorophenyl)-5-(pyrimidin-4-yl)-1H-imidazol-1-yl]Acetyl-piperazine